C(C)(=O)OC(CC=CC=CC=CC)CCCCC tetradeca-2,4,6-trien-9-yl acetate